(S)-N-((S)-3-(3-chlorophenyl)-1-((3R,5'S)-5'-cyano-2-oxospiro[indoline-3,3'-pyrrolidine]-1'-yl)-1-oxopropan-2-yl)-3,3-dimethyl-2-(2,2,2-trifluoroacetylamino)butanamide ClC=1C=C(C=CC1)C[C@@H](C(=O)N1C[C@]2(C[C@H]1C#N)C(NC1=CC=CC=C12)=O)NC([C@H](C(C)(C)C)NC(C(F)(F)F)=O)=O